(2Z)-2-[(3,6-dimethyl-2-phenylpyrimidin-3-ium-4-yl)methylidene]-1-ethylquinoline C[N+]=1C(=NC(=CC1\C=C\1/N(C2=CC=CC=C2C=C1)CC)C)C1=CC=CC=C1